BrC1=CC=C(C=2N=CSC21)Cl 7-bromo-4-chloro-1,3-benzothiazole